(R)-3-((4-chloro-1-methyl-1H-pyrazol-5-yl)methyl)-2-(4-methoxybenzyl)isoindolin-1-one ClC=1C=NN(C1C[C@H]1N(C(C2=CC=CC=C12)=O)CC1=CC=C(C=C1)OC)C